ClC=1C=CC=2N(N1)C=C(N2)NC(C(C)(C)O)=O N-(6-chloroimidazo[1,2-b]pyridazin-2-yl)-2-hydroxy-2-methylpropionamide